4-pentynoyl-mannosamine C(C#CCC)(=O)[C@@]1([C@@H]([C@@H](C(O)O[C@@H]1CO)N)O)O